CC12CC3CC(CC(C1)(C3)C)(C2)C 3,5,7-trimethyladamantane